BrC1=CC(=C(C(=O)OC)C=C1)OCCC[C@@H](C)N(CC1=CC=C(C=C1)OC)C(=O)OC(C)(C)C |r| rac-Methyl 4-bromo-2-((4-((tert-butoxycarbonyl)(4-methoxybenzyl)amino)pentyl)oxy)benzoate